(1S,3S)-3-((6-(5-((((4-fluorobutoxy)carbonyl)amino)methyl)-1-methyl-1H-1,2,3-triazol-4-yl)-2-(trifluoro-methyl)pyridin-3-yl)oxy)cyclohexane-1-carboxylic acid FCCCCOC(=O)NCC1=C(N=NN1C)C1=CC=C(C(=N1)C(F)(F)F)O[C@@H]1C[C@H](CCC1)C(=O)O